tert-butyl (S)-2-((4-(6-((6-amino-2-(difluoromethyl) pyrimidin-4-yl)amino)-4-methoxypyridin-3-yl)-1H-pyrazol-1-yl)methyl)azetidine-1-carboxylate NC1=CC(=NC(=N1)C(F)F)NC1=CC(=C(C=N1)C=1C=NN(C1)C[C@H]1N(CC1)C(=O)OC(C)(C)C)OC